The molecule is an acyl-CoA thioester that results from the formal condensation of the thiol group of coenzyme A with the carboxy group of 3-hydroxy-3-(methylthio)propanoic acid. It is a conjugate acid of a 3-hydroxy-3-(methylthio)propanoyl-CoA(4-). CC(C)(COP(=O)(O)OP(=O)(O)OC[C@@H]1[C@H]([C@H]([C@@H](O1)N2C=NC3=C(N=CN=C32)N)O)OP(=O)(O)O)[C@H](C(=O)NCCC(=O)NCCSC(=O)CC(O)SC)O